C1(CC1)C=1C=C(C=CC1)C1=NC=CC=C1C=1C=C2C(=NC1)NN=C2 5-(2-(3-Cyclopropylphenyl)pyridin-3-yl)-1H-pyrazolo[3,4-b]pyridine